1-(3-(quinoxaline-6-carbonyl)phenyl)-3-(3-(trifluoromethyl)phenyl)urea N1=CC=NC2=CC(=CC=C12)C(=O)C=1C=C(C=CC1)NC(=O)NC1=CC(=CC=C1)C(F)(F)F